5-azido-N-(4-(7-chloroquinoline-4-ylamino)pentyl)-N-ethyl-pentanamide tert-butyl-4-(3-amino-1-methyl-1H-pyrazolo[4,3-c]pyridin-6-yl)-3,6-dihydropyridine-1(2H)-carboxylate C(C)(C)(C)OC(=O)N1CCC(=CC1)C1=CC2=C(C=N1)C(=NN2C)N.N(=[N+]=[N-])CCCCC(=O)N(CC)CCCC(C)NC2=CC=NC1=CC(=CC=C21)Cl